2-allyloxyethyl methacrylate C(C(=C)C)(=O)OCCOCC=C